3-[[5-[5-(difluoromethyl)-1,3,4-oxadiazol-2-yl]-2-pyridyl]methyl]-5-[4-[(4-isopropylpiperazin-1-yl)methyl]phenyl]-1,3,4-oxadiazol-2-one FC(C1=NN=C(O1)C=1C=CC(=NC1)CN1C(OC(=N1)C1=CC=C(C=C1)CN1CCN(CC1)C(C)C)=O)F